tert-butyl N-[(2S)-1-cyclopropyl-3-hydroxypropan-2-yl]carbamate C1(CC1)C[C@@H](CO)NC(OC(C)(C)C)=O